C(CCCCCC(=O)OC(CCCCCCC)CCCCCCC)(=O)OCC(COC(CCCN1CCCC1)=O)COC(CCCCCC(=O)OC(CCCCCCC)CCCCCCC)=O O1-[2-[[7-(1-heptyloctoxy)-7-oxo-heptanoyl]oxymethyl]-3-(4-pyrrolidin-1-ylbutanoyloxy) propyl] O7-(1-heptyloctyl) heptanedioate